FC=1C=NC=CC1COC1=CC=CC(=N1)C1CCN(CC1)[C@@H](C)C1=NC=2C(=NC(=CC2)C(=O)OC)N1C[C@H]1OCC1 methyl 2-((S)-1-(4-(6-((3-fluoropyridin-4-yl) methoxy) pyridin-2-yl) piperidin-1-yl) ethyl)-3-(((S)-oxetan-2-yl) methyl)-3H-imidazo[4,5-b]pyridine-5-carboxylate